8-{[(4-methoxyphenyl)methyl]Amino}octanoic acid undecan-3-yl ester CCC(CCCCCCCC)OC(CCCCCCCNCC1=CC=C(C=C1)OC)=O